FC1=C(C=C(C=C1C(F)(F)F)C1=C(C=C(C=C1C)F)C)[C@H](CC(=O)O)NC(C(CC(C)C)N1C(C(=CC(=C1)CCN(C)C)C)=O)=O (3S)-3-(4,4'-difluoro-2',6'-dimethyl-5-(trifluoromethyl)-[1,1'-biphenyl]-3-yl)-3-(2-(5-(2-(dimethylamino)ethyl)-3-methyl-2-oxopyridin-1(2H)-yl)-4-methylpentanamido)propanoic acid